2-(2-chlorophenyl)-7-(cinnolin-4-yl)-5,7-diazaspiro[3.4]octane-6,8-dione ClC1=C(C=CC=C1)C1CC2(C1)NC(N(C2=O)C2=CN=NC1=CC=CC=C21)=O